2-(6-(((1S,2R,3R,5S,6R)-2-fluoro-6-methoxy-8-azabicyclo[3.2.1]octan-3-yl)(methyl)amino)pyridazin-3-yl)-5-(1H-imidazol-1-yl)phenol F[C@@H]1[C@@H]2C[C@H]([C@H](C[C@H]1N(C1=CC=C(N=N1)C1=C(C=C(C=C1)N1C=NC=C1)O)C)N2)OC